2'-chloro-N-(5-((1r,3r)-3-fluorocyclobutyl)-1,3,4-thiadiazol-2-yl)-5'-methoxy-6-methyl-(4,4'-bipyridine)-3-carboxamide ClC1=NC=C(C(=C1)C1=C(C=NC(=C1)C)C(=O)NC=1SC(=NN1)C1CC(C1)F)OC